triethylammonium (4-(4-((1-((1s,3s)-3-ethoxycyclobutyl)-3-(pyridin-2-yl)-1H-pyrazol-4-yl)carbamoyl)thiazol-2-yl)-1H-pyrazol-1-yl)methylphosphonate C(C)OC1CC(C1)N1N=C(C(=C1)NC(=O)C=1N=C(SC1)C=1C=NN(C1)CP([O-])([O-])=O)C1=NC=CC=C1.C(C)[NH+](CC)CC.C(C)[NH+](CC)CC